3-((1H-pyrazol-4-yl)methyl)-6'-(phenyl)-2H-[1,2'-bipyridin]-2-one N1N=CC(=C1)CC=1C(N(C=CC1)C1=NC(=CC=C1)C1=CC=CC=C1)=O